(2-oxo-1-pyridinyl)benzoic acid O=C1N(C=CC=C1)C1=C(C(=O)O)C=CC=C1